C(C)(C)(C)OC(=O)N(C=1C=2N(N=C(C1)SC1CN(CCC1)C(=O)OC(C)(C)C)C(=CN2)C(C)C)[C@@H](C)C2=CC=CC=C2 tert-butyl 3-((8-((tert-butoxycarbonyl)((S)-1-phenylethyl)amino)-3-isopropylimidazo[1,2-b]pyridazin-6-yl)thio)piperidine-1-carboxylate